2-((8-Fluoro-2-phenylquinolin-7-yl)(hydroxy)methylene)malononitrile FC=1C(=CC=C2C=CC(=NC12)C1=CC=CC=C1)C(=C(C#N)C#N)O